ClC=1C=C(C=C(C1)Cl)C=1OC2=C(N1)C=CC(=C2)C(=O)O[C@@H]2C[C@@H](CC2)O (cis)-3-hydroxycyclopentyl 2-(3,5-dichlorophenyl)benzo[d]oxazole-6-carboxylate